(1H-1,2,3-triazol-4-yl)methanone 2-((10-Hydroxy-2-methyldecanoyl)oxy)propane-1,3-diyl-dipalmitate OCCCCCCCCC(C(=O)OC(CCCCCCCCCCCCCCCCC(=O)O)CCCCCCCCCCCCCCCCC(=O)O)C.N1N=NC(=C1)C=O